3-decyl-thiophene C(CCCCCCCCC)C1=CSC=C1